FC=1C(=NC(=CC1)N1N=CC=N1)OC1=CC=C(C=C1)C(C)(C)C1=CC=C(OC2CC(C2)NC(OC(C)(C)C)=O)C=C1 tert-butyl ((1r,3r)-3-(4-(2-(4-((3-fluoro-6-(2H-1,2,3-triazol-2-yl)pyridin-2-yl)oxy)phenyl)propan-2-yl)phenoxy)cyclobutyl)carbamate